C(CCCCC)N1C(CC1)=O 1-hexylazetidin-2-one